N(=NC(C(=O)NC(CO)(CO)CO)(C)C)C(C(=O)NC(CO)(CO)CO)(C)C azobis[2-methyl-N-[1,1-bis(hydroxymethyl)-2-hydroxyethyl]propionamide]